1-(9,9-dimethyl-10-(1-(2-phenylacetoxy)ethyl)-7-(pyrrolidin-1-yl)anthracen-2(9H)-ylidene)pyrrolidin-1-ium iodide [I-].CC1(C2=CC(=CC=C2C(=C2C=CC(C=C12)=[N+]1CCCC1)C(C)OC(CC1=CC=CC=C1)=O)N1CCCC1)C